5-thia-1-azabicyclo[4.2.0]oct-2-ene-2-carboxylic acid 2,2-dimethylpropionoxymethyl ester 5-oxide CC(C(=O)OCOC(=O)C=1N2CCC2S(CC1)=O)(C)C